5-methylhexan-2-one CC(CCC(C)=O)C